1-(2-chloro-4-(1-((5-(5-(difluoromethyl)-1,3,4-oxadiazol-2-yl)-3-fluoropyridin-2-yl)methyl)-1H-1,2,3-triazol-4-yl)phenyl)-N,N-dimethylmethanamine ClC1=C(C=CC(=C1)C=1N=NN(C1)CC1=NC=C(C=C1F)C=1OC(=NN1)C(F)F)CN(C)C